COC=1C=C(C=CC1OC)C1N=CC=CC=C1C1=CC(=C(C(=C1)OC)OC)OC (3,4-dimethoxyphenyl)-3-(3,4,5-trimethoxyphenyl)-2H-azepine